C1(CC1)CN1CC2=NC=C(C=C2C1=O)C1=C(C=CC(=N1)C#N)C1=CN=C(O1)CC(C)(C)C 6-(6-(Cyclopropylmethyl)-5-oxo-6,7-dihydro-5H-pyrrolo[3,4-b]pyridin-3-yl)-5-(2-neopentyloxazol-5-yl)picolinonitril